N-(4-chlorobenzoyl)piperazine-1-carboxamide Tert-butyl-5-(5-((1S,2S)-2-fluorocyclopropanecarboxamido)-1-methyl-1H-pyrrolo[2,3-c]pyridin-2-yl)-6-methoxypyrimidin-4-yl(methyl)carbamate C(C)(C)(C)C1=NC(=C(C(=N1)N(C(O)=O)C)C1=CC=2C(=CN=C(C2)NC(=O)[C@H]2[C@H](C2)F)N1C)OC.ClC1=CC=C(C(=O)NC(=O)N2CCNCC2)C=C1